ClC=1C=NC(=NC1)CCl 5-chloro-2-(chloromethyl)pyrimidine